2-bromo-4-(tert-butyl)-6-(2-(methyl-d3)propan-2-yl-1,1,1,3,3,3-d6)phenol BrC1=C(C(=CC(=C1)C(C)(C)C)C(C([2H])([2H])[2H])(C([2H])([2H])[2H])C([2H])([2H])[2H])O